(3,3-Difluorocyclobutyl)(1-{[2-(trimethylsilyl)ethoxy]methyl}-1H-imidazol-2-yl)methanone FC1(CC(C1)C(=O)C=1N(C=CN1)COCC[Si](C)(C)C)F